C(=O)C1=CC=2N(N=C1)C=C(N2)[C@H](COC(C(F)(F)F)(C)C)NC(OC(C)(C)C)=O tert-Butyl (R)-(1-(7-formylimidazo[1,2-b]pyridazin-2-yl)-2-((1,1,1-trifluoro-2-methylpropan-2-yl)oxy)ethyl)carbamate